2-cyclopropyl-1-((2-fluoropyridin-4-yl)methyl)-6-(4-methoxypyrrolo[2,1-f][1,2,4]triazin-5-yl)-1H-imidazo[4,5-b]pyridine C1(CC1)C=1N(C=2C(=NC=C(C2)C=2C=CN3N=CN=C(C32)OC)N1)CC1=CC(=NC=C1)F